C(CCCCC)C(CCCCCCCC)OC(CCCCCCCN(CCN1CCN(CC1)C(=O)OC(C)(C)C)CCCCCC(OCCCCCCCCCCC)=O)=O tert-butyl 4-[2-[[8-(1-hexylnonoxy)-8-oxo-octyl]-(6-oxo-6-undecoxy-hexyl)amino]ethyl]piperazine-1-carboxylate